diphenyltriazinyl[(spirobi[fluorene]yl)benzselenophenyl]benzene C1(=CC=CC=C1)C1=C(C(=C(C=C1)C=1[Se]C2=C(C1C=1C3(C4=CC5=CC=CC=C5C4=CC1)C=CC=C1C4=CC=CC=C4C=C13)C=CC=C2)C2=NN=NC=C2)C2=CC=CC=C2